C(C)(C)(C)OC(=O)N1CCC=2C=CC(=NC2C1)O.COC=1C=CC(=NC1)COC1=NC=2CN(CCC2C=C1)C(=O)C=1C=NC(=CC1)OC 2-[(5-Methoxypyridin-2-yl)methoxy]-7-(6-methoxypyridine-3-carbonyl)-5,6,7,8-tetrahydro-1,7-naphthyridine tert-Butyl-2-hydroxy-5,6,7,8-tetrahydro-1,7-naphthyridine-7-carboxylate